ClC1=NN(C=C1S(=O)(=O)C(C)(F)C1N(CCCC1)C(=O)NC1=NOC=C1)C (1-((3-chloro-1-methyl-1H-pyrazol-4-yl)sulfonyl)-1-fluoroethyl)-N-(isoxazol-3-yl)piperidine-1-carboxamide